2-(3-nitrobenzylidene)malononitrile [N+](=O)([O-])C=1C=C(C=C(C#N)C#N)C=CC1